methylbutylketone CC(=O)CCCC